1-((trans)-2-(4-(benzyloxy)phenyl)cyclopropyl)-N4-methylcyclohexane-1,4-diamine C(C1=CC=CC=C1)OC1=CC=C(C=C1)[C@H]1[C@@H](C1)C1(CCC(CC1)NC)N